2-Amino-4-(3'-methyl-[1,1'-biphenyl]-3-yl)-6-(piperidin-1-yl)pyridine-3,5-dinitrile NC1=NC(=C(C(=C1C#N)C=1C=C(C=CC1)C1=CC(=CC=C1)C)C#N)N1CCCCC1